undecyl 6-((4-(tert-butoxy)-4-oxobutyl) amino)-5-hydroxycaproate C(C)(C)(C)OC(CCCNCC(CCCC(=O)OCCCCCCCCCCC)O)=O